[3-[(dimethylamino)methyl]-4-hydroxy-1-(2-phenylethyl)piperidin-4-yl]benzamide CN(C)CC1CN(CCC1(O)C1=C(C(=O)N)C=CC=C1)CCC1=CC=CC=C1